Ethyl(1-((2R,3R,4S,5R)-3,4-dihydroxy-5-(hydroxymethyl)tetrahydrofuran-2-yl)-2-oxo-1,2-dihydropyrimidin-4-yl)-L-leucinate C(C)N([C@@H](CC(C)C)C(=O)[O-])C1=NC(N(C=C1)[C@@H]1O[C@@H]([C@H]([C@H]1O)O)CO)=O